9-phenyl-9'-(triphenylsilyl)-9H,9'H-3,3'-bicarbazole C1(=CC=CC=C1)N1C2=CC=CC=C2C=2C=C(C=CC12)C=1C=CC=2N(C3=CC=CC=C3C2C1)[Si](C1=CC=CC=C1)(C1=CC=CC=C1)C1=CC=CC=C1